ClC1=CC(=C(C=C1[N+](=O)[O-])C1=NC=2C(=NC=C(C2)C(F)(F)F)N1C)SCC 2-(4-chloro-2-ethylsulfanyl-5-nitrophenyl)-3-methyl-6-(trifluoromethyl)imidazo[4,5-b]pyridine